ClC=1C=C2C=NN3C(C2=CC1Cl)=NN=N3 8,9-Dichlorotetrazolo[5,1-a]phthalazine